(E)-3-(4-bromophenyl)-1-(4-cyclobutylpiperazin-1-yl)prop-2-en-1-one BrC1=CC=C(C=C1)/C=C/C(=O)N1CCN(CC1)C1CCC1